5-bromo-2,4-diaminopyrimidine BrC=1C(=NC(=NC1)N)N